BrC(=C=O)Br dibromo-ketene